CN1N=C(C=C1S(=O)(=O)N1CC2(C1)C[C@@H](CC2)N2CCOCC2)C (R)-4-(2-((1,3-dimethyl-1H-pyrazol-5-yl)sulfonyl)-2-azaspiro[3.4]oct-6-yl)morpholine